CC1(OB(OC1(C)C)C1=CC2=C(S1)C=CS2)C 4,4,5,5-tetramethyl-2-(thieno[3,2-b]thiophene-2-yl)-1,3,2-dioxaborolane